7-fluoro-2-((4-(4-(trifluoromethoxy)-phenyl)-1H-1,2,3-triazol-1-yl)methyl)-imidazo[1,2-c]-quinazolin-5-amine FC1=CC=CC=2C=3N(C(=NC12)N)C=C(N3)CN3N=NC(=C3)C3=CC=C(C=C3)OC(F)(F)F